CC=1C(=NC2=CC=CC=C2N1)C(C)=O 1-(3-methylquinoxalin-2-yl)ethan-1-one